3-(2,2-Dimethylcyclopropyl)-N-((S)-7-(3-hydroxy-3-methylbut-1-yn-1-yl)-5-methyl-4-Oxo-2,3,4,5-tetrahydrobenzo[b][1,4]oxazepine-3-yl)imidazo[2,1-b]thiazole-6-carboxamide CC1(C(C1)C=1N2C(SC1)=NC(=C2)C(=O)N[C@@H]2C(N(C1=C(OC2)C=CC(=C1)C#CC(C)(C)O)C)=O)C